CN1C2=C(NCC1=O)C=CC(=N2)OCCNC[C@@H]2CN(C(O2)=O)C2=NC1=C(OCC=N1)N=C2 (R)-6-(5-(((2-((4-methyl-3-oxo-1,2,3,4-tetrahydropyrido[2,3-b]pyrazin-6-yl)oxy)ethyl)amino)methyl)-2-oxooxazolidin-3-yl)-2H-pyrazino[2,3-b][1,4]oxazin